S1C=NC=C1CC(=O)[O-] 5-thiazoleacetate